Diphenyl-boronic acid C1(=CC=CC=C1)OBOC1=CC=CC=C1